ClCC1=NN(C=N1)C 3-(chloro-methyl)-1-methyl-1,2,4-triazole